C(C)OC(=O)C1N(CC1)C(NC1=C2CCCC2=CC=2CCCC12)=O 1-((1,2,3,5,6,7-Hexahydro-s-indacen-4-yl)carbamoyl)azetidine-2-carboxylic acid ethyl ester